(S)-4-(5-(1-amino-1,3-dihydrospiro[indene-2,4'-piperidin]-1'-yl)-6-(hydroxymethyl)pyrazin-2-yl)-2-methylbut-3-en-2-ol N[C@@H]1C2=CC=CC=C2CC12CCN(CC2)C=2N=CC(=NC2CO)C=CC(C)(O)C